3-(3-bromo-1,2,4-thiadiazol-5-yl)-1-isopropyl-1H-pyrazolo[4,3-c]Pyridine-4-Amine 2,2,2-trifluoroacetic acid salt FC(C(=O)O)(F)F.BrC1=NSC(=N1)C1=NN(C2=C1C(=NC=C2)N)C(C)C